FC(C1=NN=C(O1)C1=CC=C(CN2N=C(N=N2)C=2C=CC(=C(C2)NC(=O)N2CCOCC2)SC2=CC=CC=C2)C=C1)F N-(5-(2-(4-(5-(difluoromethyl)-1,3,4-oxadiazol-2-yl)benzyl)-2H-tetrazol-5-yl)-2-(phenylsulfanyl)phenyl)morpholine-4-carboxamide